(R)-6-(2-fluorophenyl)-N,N,4-trimethyl-8-phenyl-4H-benzo[f]imidazo[1,5-a][1,4]diazepine-3-carboxamide FC1=C(C=CC=C1)C1=N[C@@H](C=2N(C3=C1C=C(C=C3)C3=CC=CC=C3)C=NC2C(=O)N(C)C)C